2-(2-(trifluoromethyl)styryl)oxazole FC(C1=C(C=CC=2OC=CN2)C=CC=C1)(F)F